(S)-3-azidopiperidine-1-carboxylic acid tert-butyl ester C(C)(C)(C)OC(=O)N1C[C@H](CCC1)N=[N+]=[N-]